C[C@](N)(CCCCN)C(=O)O L-α-methyllysine